4-octyloxy-phenyl-phenyl-iodonium hexafluoroantimonate F[Sb-](F)(F)(F)(F)F.C(CCCCCCC)OC1=CC=C(C=C1)[I+]C1=CC=CC=C1